N-benzyl-2,4-dinitrobenzenesulfonamide C(C1=CC=CC=C1)NS(=O)(=O)C1=C(C=C(C=C1)[N+](=O)[O-])[N+](=O)[O-]